NC1=C(C(=CC=C1)Cl)C(=O)C1=C(C=CC=C1F)F (2-amino-6-chloro-phenyl)-(2,6-difluorophenyl)methanone